C(C)(=O)C=1C=C(C=C2C(N(C(=NC12)C1CCOCC1)C1CC1)=O)F 8-acetyl-3-cyclopropyl-6-fluoro-2-(tetrahydro-2H-pyran-4-yl)quinazolin-4(3H)-one